CC1=NNC2=NC=C(C=C21)CN2CCC1=CC=C(C=C21)C(=O)NC2=CC(=CC(=C2)C(F)(F)F)OCCN2CCCC2 1-((3-methyl-1H-pyrazolo[3,4-b]pyridin-5-yl)methyl)-N-(3-(2-(pyrrolidin-1-yl)ethoxy)-5-(trifluoromethyl)phenyl)indoline-6-carboxamide